3-[4-[3-[[(3R,4S)-3-fluoro-4-piperidinyl]oxy]prop-1-ynyl]-5-methoxy-3-methyl-2-oxo-benzimidazol-1-yl]piperidine-2,6-dione F[C@@H]1CNCC[C@@H]1OCC#CC1=C(C=CC=2N(C(N(C21)C)=O)C2C(NC(CC2)=O)=O)OC